9-(2''',6''-di(9H-carbazol-9-yl)-[1,1':3',1'':3'',1'''-quaterphenyl]-3-yl)-9H-pyrido[2,3-b]indole C1=CC=CC=2C3=CC=CC=C3N(C12)C1=C(C=CC=C1)C=1C=C(C(=CC1)N1C2=CC=CC=C2C=2C=CC=CC12)C=1C=C(C=CC1)C1=CC(=CC=C1)N1C2=C(C3=CC=CC=C13)C=CC=N2